6-bromo-4-((1-(3-(difluoromethyl)-2-fluorophenyl)ethyl)amino)-2,7-dimethylpyrido[3,4-d]pyrimidin-8(7H)-one BrC1=CC2=C(N=C(N=C2NC(C)C2=C(C(=CC=C2)C(F)F)F)C)C(N1C)=O